methyl 3-(N-(3-((6-amino-8-bromo-2-fluoro-9H-purin-9-yl)methyl)phenyl)aminosulfonyl)propanoate NC1=C2N=C(N(C2=NC(=N1)F)CC=1C=C(C=CC1)NS(=O)(=O)CCC(=O)OC)Br